2-methyl-caprylic acid CC(C(=O)O)CCCCCC